C1=CC=C(C=C1)C2=CC(=O)C3=CC=CC=C3O2 The molecule is the simplest member of the class of flavones that consists of 4H-chromen-4-one bearing a phenyl substituent at position 2. It has a role as a metabolite and a nematicide.